O1CCN(CC1)C=1N=C(C2=C(N1)N(CC2)C(=O)C2=CC=CC=C2)OC=2C=NC=CC2 (2-morpholino-4-(pyridin-3-yloxy)-5H-pyrrolo[2,3-d]pyrimidin-7(6H)-yl)(phenyl)methanone